FC1(CN(CC1)C1=CC(=NC=C1)N1N=CC(=C1)S(=O)(=O)NC=1C=CC=C2C=NN(C12)C)F 1-[4-(3,3-difluoropyrrolidin-1-yl)pyridin-2-yl]-N-(1-methylindazol-7-yl)pyrazole-4-sulfonamide